2-(6-chloro-3-nitropyridin-2-yl)acetonitrile ClC1=CC=C(C(=N1)CC#N)[N+](=O)[O-]